C(CCCCCCCCC)(=O)[C@@]1([C@](O)([C@H](O)[C@@H](CO)O1)F)N1C(=O)N=C(N)C=C1 decoyl-2'-fluorocytidine